ClC1=CC=C(C=C1)[C@H](C)N(S(=O)(=O)N1CCOCC1)C (S)-N-(1-(4-chlorophenyl)ethyl)-N-methylmorpholine-4-sulfonamide